4-[[(2R,3S,4S,5R)-3-(2-ethyl-3,4-difluoro-phenyl)-4,5-dimethyl-5-(trifluoromethyl)tetrahydrofuran-2-carbonyl]amino]pyridine-2-carboxamide C(C)C1=C(C=CC(=C1F)F)[C@H]1[C@@H](O[C@]([C@H]1C)(C(F)(F)F)C)C(=O)NC1=CC(=NC=C1)C(=O)N